3-(benzyloxy)-N2-((S)-but-3-en-2-yl)-1-(((R)-but-3-en-2-yl)amino)-4-oxo-N5-(2,4,6-trifluorobenzyl)-1,4-dihydropyridine-2,5-dicarboxamide C(C1=CC=CC=C1)OC1=C(N(C=C(C1=O)C(=O)NCC1=C(C=C(C=C1F)F)F)N[C@H](C)C=C)C(=O)N[C@@H](C)C=C